[N+](=O)([O-])C1=CC=C(OC(=O)C2=C(C=CC=C2)S(=O)(=O)NC(=O)C=2C=C(C(=O)O)C=CN2)C=C1 2-(((2-((4-nitrophenoxy)carbonyl)phenyl)sulfonyl)carbamoyl)isonicotinic acid